N1C=C(C=C1)CCN 2-(1H-pyrrol-3-yl)ethylamine